2-(difluoromethyl)-5-(3-fluoro-4-((4-(6-(piperazin-1-yl)pyridin-2-yl)-1H-1,2,3-triazol-1-yl)methyl)phenyl)-1,3,4-oxadiazole FC(C=1OC(=NN1)C1=CC(=C(C=C1)CN1N=NC(=C1)C1=NC(=CC=C1)N1CCNCC1)F)F